N(=[N+]=[N-])C(C(=O)NCC#C)C1=CC=C(C=C1)C α-azido-4-methylphenyl-N-propargylacetamide